(1R,2R)-1-((2R,3R,4S,6S)-3-acetamido-4-acetoxy-6-(benzyloxy)-6-(methoxycarbonyl)tetrahydro-2H-pyran-2-yl)-3-(3-phenoxybenzamido)propane-1,2-diyl diacetate C(C)(=O)O[C@H]([C@@H](CNC(C1=CC(=CC=C1)OC1=CC=CC=C1)=O)OC(C)=O)[C@@H]1O[C@@](C[C@@H]([C@H]1NC(C)=O)OC(C)=O)(C(=O)OC)OCC1=CC=CC=C1